N(=NC(C#N)(C)C)C(C#N)(C)C Azobisisobutyronitril